ClC=1C=C2C(=CC(=NC2=CC1)C(F)(F)F)N[C@@H]1C[C@@H](CCC1)NC(=O)N([C@@H]1COCC1)C 1-[(1r,3S)-3-{[6-chloro-2-(trifluoromethyl)quinolin-4-yl]amino}cyclohexyl]-3-methyl-3-[(3S)-oxolan-3-yl]urea